(R)-3-nitrobenzophenone [N+](=O)([O-])C=1C=C(C(=O)C2=CC=CC=C2)C=CC1